NCC1=CC=C(C=C1)N1C(=NC=2C1=NC(=CC2)N2CCOCC2)C=2C(=NC=CC2)N 3-(3-(4-(aminomethyl)phenyl)-5-morpholino-3H-imidazo[4,5-b]pyridin-2-yl)pyridin-2-amine